C(=C)C(C(=O)O)C(C(=O)O)CC 2-ethenyl-3-ethyl-butanedioic acid